2,4-dichloro-7-[8-ethyl-7-fluoro-3-(methoxymethoxy)-1-naphthyl]-8-fluoro-pyrido[4,3-d]pyrimidine ClC=1N=C(C2=C(N1)C(=C(N=C2)C2=CC(=CC1=CC=C(C(=C21)CC)F)OCOC)F)Cl